C(N)(=O)C1N(CCCC1)C(=O)OC(C)(C)C tert-butyl 2-carbamoylpiperidin-1-carboxylate